BrC1=C2[C@@H](COC(C2=CC(=C1)C)C(=O)OCC)C ethyl (4S)-5-bromo-4,7-dimethylisochromane-1-carboxylate